COC=1C=C(OCCCC(=O)O)C=CC1 4-(3-methoxyphenoxy)butanoic acid